2-(2-mercaptoethylthio)-3-[4-(1-{4-[3-mercapto-2-(2-mercaptoethylthio)-propoxy]-phenyl}-1-methyl-ethyl)-phenoxy]-propane-1-thiol SCCSC(CS)COC1=CC=C(C=C1)C(C)(C)C1=CC=C(C=C1)OCC(CS)SCCS